1,9-diamino-4-methylnonane NCCCC(CCCCCN)C